butanoic acid phenethyl ester C(CC1=CC=CC=C1)OC(CCC)=O